C(#N)C1=CC=2N(N=C1)C(=CC2)C2=CC(=C(C=N2)C2=NN=C(S2)N2[C@H]1CC(C[C@@H]2CC1)NC(C)=O)NC(C)C N-((1R,3s,5S)-8-(5-(6-(3-cyanopyrrolo[1,2-b]pyridazin-7-yl)-4-(isopropylamino)pyridin-3-yl)-1,3,4-thiadiazol-2-yl)-8-azabicyclo[3.2.1]octan-3-yl)acetamide